COC1=CC=C(CN(C=2C3=C(N=CN2)N(C=C3)[C@@H]3C[C@@H]([C@@H]2[C@H]3OC(O2)(C)C)CO)C)C=C1 ((3aR,4R,6R,6aS)-6-(4-((4-methoxybenzyl)(methyl)amino)-7H-pyrrolo[2,3-d]pyrimidin-7-yl)-2,2-dimethyltetrahydro-4H-cyclopenta[d][1,3]dioxol-4-yl)methanol